CC=1C=C(C=CC1)C(=O)OOC(C1=CC(=CC=C1)C)=O (3-Methylbenzoyl) 3-methylbenzenecarboperoxoate